C(C(=O)[O-])(=O)[O-].[Ca+2] calcium mono-oxalate